C1=NC=CC2=C1CCC2 5,7-dihydrocyclopenta[c]pyridine